FC(C(F)(F)F)(O[Si](OC(C(F)(F)F)(F)F)(OC(C(F)(F)F)(F)F)C(C(C(C(C(C(C(C(C(C(F)(F)F)(F)F)(F)F)(F)F)(F)F)(F)F)(F)F)(F)F)(F)F)(F)F)F perfluorodecyl-triethoxy-silane